C(#N)C=1C=CC2=C(CC3CCC2N3C(=O)NC3=CC(=C(C=C3)Cl)Cl)C1 (±)-2-cyano-N-(3,4-dichlorophenyl)-6,7,8,9-tetrahydro-5H-5,8-epiminobenzo[7]annulene-10-carboxamide